trans-(3R)-1-(5-(2-([2,2-bipyrimidin]-5-yl)cyclopropyl)-2-fluorophenyl)pyrrolidin-3-ol N1=C(N=CC(=C1)[C@H]1[C@@H](C1)C=1C=CC(=C(C1)N1C[C@@H](CC1)O)F)C1=NC=CC=N1